[Si](C1=CC=CC=C1)(C1=CC=CC=C1)(C(C)(C)C)OC[C@H](CCC(C(C)C)=O)NC(OC(C)(C)C)=O (S)-tert-butyl (1-((tert-butyldiphenylsilyl)oxy)-6-methyl-5-oxoheptan-2-yl)carbamate